Cl.C(C)(C)(C)OC(CN)=O glycine tertbutyl ester hydrochloride